C(CCC)NC1=CC=C(C=C1)N N'-butyl-p-phenylenediamine